4-bromo-1-methyl-pyrrole-2-carbaldehyde BrC=1C=C(N(C1)C)C=O